3-difluoromethyl-5-fluoro-4-phenyl-1-(2,5-dimethylphenyl)-1H-pyrazole FC(C1=NN(C(=C1C1=CC=CC=C1)F)C1=C(C=CC(=C1)C)C)F